ClC(C1=NC(=NO1)C1=CC=C(CC2=CN=C(S2)N)C=C1)(F)F 5-(4-{5-[chloro(difluoro)methyl]-1,2,4-oxadiazol-3-yl}benzyl)-1,3-thiazol-2-amine